P(=O)(O)(O)O.C=1(C(=CC=CC1)C)C.C=1(C(=CC=CC1)C)C.C=1(C(=CC=CC1)C)C trixylene phosphate